CNCCC1=CC=C(C=C1)O 4-[2-(methylamino)ethyl]-phenol